2-ethoxy-5-methoxy-4-(1-(4-methoxybenzyl)-6-methyl-7-oxo-6,7-dihydro-1H-pyrazolo[3,4-c]pyridin-4-yl)benzaldehyde C(C)OC1=C(C=O)C=C(C(=C1)C=1C2=C(C(N(C1)C)=O)N(N=C2)CC2=CC=C(C=C2)OC)OC